C1(CC1)C1=CN(C2=C1C=NC(=C2)CC(=O)N)S(=O)(=O)C2=CC=C(C)C=C2 (3-cyclopropyl-1-tosyl-1H-pyrrolo[3,2-c]pyridin-6-yl)acetamide